C(=O)[C@@H]1[C@H](C1)C(=O)OC(C)(C)C (1S,2S)-tert-butyl 2-formylcyclopropane-1-carboxylate